2-[(2,4-dimethoxyphenyl)methylamino]-6-(5-methyl-3,4-dihydro-2H-quinoxalin-1-yl)-8-[4-(oxetan-3-yloxy)phenyl]pyrido[2,3-d]pyrimidin-7-one COC1=C(C=CC(=C1)OC)CNC=1N=CC2=C(N1)N(C(C(=C2)N2CCNC1=C(C=CC=C21)C)=O)C2=CC=C(C=C2)OC2COC2